N-(4-(3-(6-bromo-7-(((S)-1-(ethylsulfonyl)pyrrolidin-3-yl)amino)-1H-imidazo[4,5-b]pyridin-2-yl)-2,5-dimethyl-1H-pyrrol-1-yl)-3-methylphenyl)-2-morpholinoacetamide BrC=1C(=C2C(=NC1)N=C(N2)C2=C(N(C(=C2)C)C2=C(C=C(C=C2)NC(CN2CCOCC2)=O)C)C)N[C@@H]2CN(CC2)S(=O)(=O)CC